BrC1=CSC2=C1N=CN=C2N2CCC(CC2)NC(OC(C)(C)C)=O tert-butyl (1-(7-bromothieno[3,2-d]pyrimidin-4-yl)piperidin-4-yl)carbamate